N-(3-(3-methyl-4-(5-oxo-2-(trifluoromethyl)-2,3,4,5-tetrahydrobenzo[f][1,4]oxazepin-8-yl)-1H-pyrazol-1-yl)phenyl)acrylamide CC1=NN(C=C1C1=CC2=C(C(NCC(O2)C(F)(F)F)=O)C=C1)C=1C=C(C=CC1)NC(C=C)=O